2-(2-(ethylsulfanyl)-7-(3-fluorophenyl)pyrazolo[1,5-a]pyrimidin-3-yl)-3-methyl-6-(trifluoromethyl)-3H-imidazo[4,5-c]pyridine C(C)SC1=NN2C(N=CC=C2C2=CC(=CC=C2)F)=C1C1=NC2=C(C=NC(=C2)C(F)(F)F)N1C